tetrafluoro-4-methylbenzamide FC1=C(C(=C(C(=C1C(=O)N)F)F)C)F